C1(CC1)S(=O)(=O)N1N=CC(=C1)C1=NC=CC(=N1)C1(C=C(C(=CN1)C1=NC=C(C=C1)OC1CCN(CC1)C)NC1CCN(CC1)CC(F)F)N 6'-(2-(1-(Cyclopropylsulfonyl)-1H-pyrazol-4-yl)pyrimidin-4-yl)-N4'-(1-(2,2-difluoroethyl)piperidin-4-yl)-5-((1-methylpiperidin-4-yl)oxy)-[2,3'-bipyridine]-4',6'-diamine